methane-hydrate O.C